5-((5-chloro-2-((1,2,3,4-tetrahydroisoquinolin-6-yl)amino)pyrimidin-4-yl)amino)-2-methylisoindolin-1-one ClC=1C(=NC(=NC1)NC=1C=C2CCNCC2=CC1)NC=1C=C2CN(C(C2=CC1)=O)C